C(C#C)OC1OCCCC1 2-(prop-2-yn-1-yloxy)tetrahydro-2H-Pyran